1-methyl-4-(trifluoromethyl)-1H-imidazol CN1C=NC(=C1)C(F)(F)F